diphenyl-(4-fluorobenzyl)phosphine oxide C1(=CC=CC=C1)P(CC1=CC=C(C=C1)F)(C1=CC=CC=C1)=O